2-[(2-fluoroprop-2-en-1-yl)amino]-5-[5-(2-oxo-1,2,3,4-tetrahydroquinolin-6-yl)-1,3,4-oxadiazol-2-yl]benzonitrile trifluoroacetate FC(C(=O)O)(F)F.FC(CNC1=C(C#N)C=C(C=C1)C=1OC(=NN1)C=1C=C2CCC(NC2=CC1)=O)=C